NC1=C(C=C(C=C1)C=1SC(=CC1)F)NC(C1=CC=C(C=C1)S(=O)(=N)C1CC1)=O N-[2-amino-5-(5-fluoro-2-thienyl)phenyl]-4-(cyclopropylsulfonimidoyl)benzamide